C1(=CC=CC=C1)N1C(NC2=C1C=CC=C2)=O N-Phenylbenzimidazolone